(R)-1-(7-(1-(4-Chlorobenzyl)piperidin-3-yl)-2-methylpyrazolo[1,5-a]pyrimidin-3-yl)-N-(cyclopropylmethyl)-N-methylmethanamine ClC1=CC=C(CN2C[C@@H](CCC2)C2=CC=NC=3N2N=C(C3CN(C)CC3CC3)C)C=C1